N-(1-(2-hydroxy-2-methylpropanoyl)-2-(3-(phenylethynyl)benzyl)-pyrrolidin-3-yl)ethanesulfonamide OC(C(=O)N1C(C(CC1)NS(=O)(=O)CC)CC1=CC(=CC=C1)C#CC1=CC=CC=C1)(C)C